C(C)(C)OC1=CC=C2C(=NC(=NC2=C1)N1[C@@H](CCC1)C(=O)N)NC=1N=CN(C1)C1=CC(=C(C(=C1)OC)OC)OC (S)-1-(7-isopropoxy-4-((1-(3,4,5-trimethoxyphenyl)-1H-imidazol-4-yl)amino)quinazolin-2-yl)pyrrolidine-2-carboxamide